CN1CCN(CC1)CCC(=O)C1=CC=C(C=C1)SCCCCC 3-(4-methylpiperazin-1-yl)-1-(4-(pentylthio)phenyl)propan-1-one